trifluoro-phenylpyrimidine-caffeic acid F/C(/C(=O)O)=C\C1=CC(O)=C(O)C=C1C1=NC(=C(C(=N1)C1=CC=CC=C1)F)F